ClCCCCNC(CCCCC)=O N-(4-chlorobutyl)hexanamide